((2S)-1-(1-(3-(2,4-Difluorophenoxy)-1,6-naphthyridin-7-yl)-2,2,2-trifluoroethyl)pyrrolidin-2-yl)methanol FC1=C(OC=2C=NC3=CC(=NC=C3C2)C(C(F)(F)F)N2[C@@H](CCC2)CO)C=CC(=C1)F